FCCOC1=CC=C(C=C1)[C@@H](C1CCN(CC1)C(=O)N1C[C@@H]2[C@@H](OCC(N2)=O)CC1)C1=CC=C(C=C1)F |o1:10| (4aR,8aS)-6-(4-((R or S)-(4-(2-Fluoroethoxy)phenyl)(4-fluorophenyl)methyl)piperidine-1-carbonyl)hexahydro-2H-pyrido[4,3-b][1,4]oxazin-3(4H)-one